BrC=1C(=C(C=NC1)NC1=C(C=C(C=C1)Cl)F)C 5-bromo-N-(4-chloro-2-fluoro-phenyl)-4-methyl-pyridin-3-amine